(3Z)-6-chloro-3-hexenylbutyloxymethyl ether ClCCCCC=CC(CCOCOCOCCC(C)C=CCCCCCl)C